(S)-ethyl 8-(6-((R)-1-(2-(1H-benzo[d]imidazol-1-yl)-4-chlorophenyl)-2,2,2-trifluoroethoxy)-2-aminopyrimidin-4-yl)-2,8-diazaspiro[4.5]decane-3-carboxylate N1(C=NC2=C1C=CC=C2)C2=C(C=CC(=C2)Cl)[C@H](C(F)(F)F)OC2=CC(=NC(=N2)N)N2CCC1(C[C@H](NC1)C(=O)OCC)CC2